4,5-Dimethoxy-1,2-Diaminobenzene COC1=CC(=C(C=C1OC)N)N